N-o-fluorophenylacetyl-1,3,4,9-tetrahydro-beta-carboline FC1=C(C=CC=C1)CC(=O)N1CC=2NC3=CC=CC=C3C2CC1